N-(2-((4-(2-aminoethyl)phenyl)carbamoyl)-4,5-dimethoxyphenyl)-4-oxo-4H-chromen-3-carboxamide trifluoroacetate salt FC(C(=O)O)(F)F.NCCC1=CC=C(C=C1)NC(=O)C1=C(C=C(C(=C1)OC)OC)NC(=O)C1=COC2=CC=CC=C2C1=O